C1(=CC=CC=C1)[C@H](C)\N=C\C(=O)OCC (S,E)-Ethyl 2-(1-phenylethylimino)acetate